(R)-N-benzyl-(N-alpha-methylbenzyl)aminolithium C(C1=CC=CC=C1)N([C@@H](C1=CC=CC=C1)C)[Li]